8-(3-chloro-2-fluorophenyl)-6-(3-fluoropyridin-2-yl)-2-{[1-(hydroxyacetyl)azetidin-3-yl]amino}-8-methyl-7,8-dihydropyrido[4,3-d]pyrimidin-5(6H)-one ClC=1C(=C(C=CC1)C1(CN(C(C2=C1N=C(N=C2)NC2CN(C2)C(CO)=O)=O)C2=NC=CC=C2F)C)F